[OH-].C(CCCC)[N+](C)(C)C amyl-trimethyl-ammonium hydroxide